1-hexyl-2,3-dimethylimidazolium iodide [I-].C(CCCCC)N1C(=[N+](C=C1)C)C